(E)-7-(2-ethoxyvinyl)-5-fluoro-2-(((tetrahydro-2H-pyran-4-yl)thio)methyl)quinazolin-4(3H)-one C(C)O/C=C/C1=CC(=C2C(NC(=NC2=C1)CSC1CCOCC1)=O)F